(S)-1-(1-(3-chlorophenyl)-2-hydroxy-ethyl)-3-(1-(2-(cyclopropyl-amino)-5-fluoro-pyrimidin-4-yl)-1H-pyrazol-4-yl)urea ClC=1C=C(C=CC1)[C@@H](CO)NC(=O)NC=1C=NN(C1)C1=NC(=NC=C1F)NC1CC1